CN(C1=NC=CC=C1CNC1=NC(=NC=C1C(F)(F)F)NC=1C=C(C(=O)NC2COCCC2)C=CC1)S(=O)(=O)C 3-({4-[({2-[methyl(methylsulfonyl)amino]pyridin-3-yl}methyl)amino]-5-(trifluoromethyl)pyrimidin-2-yl}amino)-N-(tetrahydro-2H-pyran-3-yl)benzamide